3,4-dimethyl-N-[(3-pyrazol-1-ylphenyl)methyl]pyrimido[4',5':4,5]thieno[2,3-c]pyridazin-8-amine CC1=C(C2=C(N=N1)SC1=C2N=CN=C1NCC1=CC(=CC=C1)N1N=CC=C1)C